3-(methyl(1-methyl-1H-pyrazol-5-yl)amino)-7,8-dihydro-1,6-naphthyridin CN(C=1C=NC=2CCN=CC2C1)C1=CC=NN1C